3-((2-((2-(But-2-ynamido)ethyl)amino)pyridin-4-yl)amino)-6-ethyl-5-((tetrahydro-2H-pyran-4-yl)amino)pyrazine-2-carboxamide C(C#CC)(=O)NCCNC1=NC=CC(=C1)NC=1C(=NC(=C(N1)NC1CCOCC1)CC)C(=O)N